r-bis(diphenylphosphino)ferrocene palladium (II) chloride [Pd](Cl)Cl.C1(=CC=CC=C1)P(C1=CC=CC=C1)[C-]1C=CC=C1.[C-]1(C=CC=C1)P(C1=CC=CC=C1)C1=CC=CC=C1.[Fe+2]